3-oxo-3-(thiophen-2-yl)propionitrile O=C(CC#N)C=1SC=CC1